17-amino-12-(3,3-difluorocyclobutyl)-6-hydroxy-6,15-bis(trifluoromethyl)-19-oxa-3,4,12,18-tetrazatricyclo[12.3.1.12,5]nonadeca-1(18),2,4,14,16-pentaen-13-one NC1=CC(=C2C(N(CCCCCC(C3=NN=C(C1=N2)O3)(C(F)(F)F)O)C3CC(C3)(F)F)=O)C(F)(F)F